7-methoxy-4-oxo-7-(6-(pyrimidin-5-yl)pyridin-2-yl)spiro[2.5]oct-5-ene-5-carbonitrile COC1(C=C(C(C2(CC2)C1)=O)C#N)C1=NC(=CC=C1)C=1C=NC=NC1